FC(C1=CC=C(C=C1)C1=NC=CC(=C1)\C=C/1\C(NC(S1)=O)=O)(F)F (Z)-5-((2-(4-(trifluoromethyl)phenyl)pyridin-4-yl)methylene)thiazolidine-2,4-dione